C1(CCCCC1)CN(C(=O)OCC(C)C)C(C(=O)[O-])(CCCC1=CC=CC=C1)C ((cyclohexylmethyl)(isobutoxycarbonyl)amino)-2-methyl-5-phenylpentanoate